3-(5-methyl-1-(oxetan-3-yl)-1,2,5,6-tetrahydropyridin-3-yl)-1H-pyrrolo[2,3-b]Pyridine CC1C=C(CN(C1)C1COC1)C1=CNC2=NC=CC=C21